CC1=C(C=CC(=C1)C)C1=NC(=NC(=N1)C1=C(C=C(C=C1)C)C)C1=C(C=C(C(=C1)C(C)(C)C1=CC=CC=C1)OCCCCCC)O 2,4-Bis(2,4-dimethylphenyl)-6-(2-hydroxy-4-hexyloxy-5-α-cumylphenyl)-s-triazin